C(C=C)(=O)OC(C(C)N=C=O)OC(C=C)=O 1-(bisacrylyloxymethyl)ethyl isocyanate